CC1(OB(OC1(C)C)C=1SC=CN1)C (4,4,5,5-Tetramethyl-1,3,2-dioxaborolan-2-yl)thiazole